tert-butyl (R)-((3-(5-bromo-2-((6-fluoro-2-methylpyridin-3-yl)oxy)-4-methylnicotinamido)phenyl)(methyl)(oxo)-λ6-sulfaneylidene)carbamate BrC=1C=NC(=C(C(=O)NC=2C=C(C=CC2)[S@](=O)(C)=NC(OC(C)(C)C)=O)C1C)OC=1C(=NC(=CC1)F)C